C(CCCCC)OC(=O)CCCCN(CCCCCCNC(=O)C12CC3(CC(CC(C1)C3)(C2)C(=O)NCCCCCCN(CCCCC(=O)OCCCCCC)CCCCC(=O)OCCCCCC)C(=O)NCCCCCCN(CCCCC(=O)OCCCCCC)CCCCC(=O)OCCCCCC)CCCCC(=O)OCCCCCC N1,N3,N5-Tris(6-(bis((hexyloxycarbonyl)butyl)amino)hexyl)adamantane-1,3,5-tricarboxamide